C1(CC1)CN1C(=CC=2C1=NC(=CC2)F)C(=O)O 1-(cyclopropylmethyl)-6-fluoro-1H-pyrrolo[2,3-b]pyridine-2-carboxylic acid